5-amino-2-chloro-N-[(1R,3S)-3-{[6-chloro-2-(trifluoromethyl)quinolin-4-yl]amino}cyclohexyl]pyridine-3-carboxamide NC=1C=C(C(=NC1)Cl)C(=O)N[C@H]1C[C@H](CCC1)NC1=CC(=NC2=CC=C(C=C12)Cl)C(F)(F)F